BrC=1C=C2C(=CN1)NC=C2 5-bromo-1H-pyrrolo[2,3-c]Pyridine